(S)-2-((3-(aminomethyl)oxetan-3-yl)amino)-N4-neopentyl-N1-((S)-1-oxo-1-(((R)-1,2,3,4-tetrahydronaphthalen-1-yl)amino)propan-2-yl)succinamide NCC1(COC1)N[C@H](C(=O)N[C@H](C(N[C@@H]1CCCC2=CC=CC=C12)=O)C)CC(=O)NCC(C)(C)C